5-chloro-6-cyclopropyl-2-(4,4-difluoroazepan-1-yl)nicotinic acid methyl ester COC(C1=C(N=C(C(=C1)Cl)C1CC1)N1CCC(CCC1)(F)F)=O